FC1(CC(CC1)CN1N=CC(=C1C(=O)NC1=CC(=NC=C1)S(N)(=O)=O)C(F)(F)F)F 1-((3,3-difluorocyclopentyl)methyl)-N-(2-sulfamoylpyridin-4-yl)-4-(trifluoromethyl)-1H-pyrazole-5-carboxamide